OC(=O)C(F)(F)F.C(C1=CC=CC=C1)(=O)O[C@H](C)C1=CC2=C(N=C(N=C2)NCC2CCNCC2)C(=N1)NC(C)C (R)-1-(8-(isopropylamino)-2-((piperidin-4-ylmethyl)amino)pyrido[3,4-d]pyrimidin-6-yl)ethyl benzoate TFA salt